C(C)(C)(C)[S@@](=O)N1CC2=C([C@@H]1C1=C(C(=CC=C1)F)C=1C(=NN(C1)CC)C(F)(F)F)C=C(S2)Cl (S)-5-((R)-tert-butylsulfinyl)-2-chloro-4-(2-(1-ethyl-3-(trifluoromethyl)-1H-pyrazol-4-yl)-3-fluorophenyl)-5,6-dihydro-4H-thieno[2,3-c]pyrrole